C(CCC)N1C2=CC=CC=C2C=2C=CN=CC12 9-n-butyl-β-carboline